CC1=CC(=NN1)NC1=CN=CC(=N1)NC1C2CC3(CC(CC1C3)C2)O 4-[(6-[(5-methyl-1H-pyrazol-3-yl)amino]pyrazin-2-yl)amino]adamantan-1-ol